(S)-N1-(1-(2-(bicyclo[1.1.1]pentan-1-ylamino)-2-oxoethyl)-2-oxo-1,2-dihydropyridin-3-yl)-N6-ethyl-5-oxo-2-(1,2,4-thiadiazole-5-carboxamido)hexanediamide C12(CC(C1)C2)NC(CN2C(C(=CC=C2)NC([C@H](CCC(C(=O)NCC)=O)NC(=O)C2=NC=NS2)=O)=O)=O